ethyl rac-(2R,3R)-3-(tert-butoxycarbonylamino)-2-[[5-(1-methylpyrazol-4-yl)-3-nitro-2-pyridyl]oxy]-3-phenyl-propanoate C(C)(C)(C)OC(=O)N[C@@H]([C@H](C(=O)OCC)OC1=NC=C(C=C1[N+](=O)[O-])C=1C=NN(C1)C)C1=CC=CC=C1 |r|